COC1=CC=C(C=C1)N1N=C2C(=N1)C=CC(=C2)N 2-(4-methoxyphenyl)benzotriazol-5-amine